Cl.CN(C(C#CC(=O)O)(C)C)C 4-(dimethylamino)-4-methyl-pent-2-ynoic acid hydrochloride